CCCCCCC(CCCCCCCCCC)C=O heptadecane-7-carbaldehyde